(S)-3-(4-(((R)-7-Fluoro-4-(5-(((R)-tetrahydrofuran-3-yl)oxy)pyridin-2-yl)-2,3-dihydro-1H-inden-1-yl)oxy)phenyl)hex-4-ynoic Acid FC=1C=CC(=C2CC[C@H](C12)OC1=CC=C(C=C1)[C@H](CC(=O)O)C#CC)C1=NC=C(C=C1)O[C@H]1COCC1